FC(C1=NC(=NO1)C1=CC=C(C=C1)NC(CC)=O)(F)F N-{4-[5-(trifluoromethyl)-1,2,4-oxadiazol-3-yl]benzeneYl}propionamide